4-((((S)-1-(2-(pyridin-2-yl)propan-2-yl)-3-((R or S)-tetrahydrofuran-2-yl)pyrrolidin-3-yl)methoxy)methyl)benzonitrile N1=C(C=CC=C1)C(C)(C)N1C[C@](CC1)([C@@H]1OCCC1)COCC1=CC=C(C#N)C=C1 |o1:14|